FC(OC1=NC(=C(C=C1NS(=O)(=O)C1=CN=C2N1C=CC(=N2)C2CC2)F)OC(F)F)F N-[2,6-bis(difluoromethoxy)-5-fluoro-3-pyridyl]-7-cyclopropyl-imidazo[1,2-a]pyrimidine-3-sulfonamide